5-bromo-N-(1-cyclohexylethyl)-2-(3,5-difluoroanilino)thiazole-4-carboxamide BrC1=C(N=C(S1)NC1=CC(=CC(=C1)F)F)C(=O)NC(C)C1CCCCC1